amino-3-ethyl-5-((2-(6-(2-methoxyethoxy)pyridin-2-yl)ethyl)amino)-2-methylpyrazol NC1=C(N(N=C1NCCC1=NC(=CC=C1)OCCOC)C)CC